ClC1=NC=CC=C1[C@@H](C)N(C(O)=O)C1=C(N=NN1C)C1=NC=C(C=C1)NC(CC#N)=O.C(=C)S(=O)(=O)CCC(=O)N 3-(vinylsulfonyl)propionamide (R)-1-(2-chloropyridin-3-yl)ethyl-(4-(5-(2-cyano-acetamido)pyridin-2-yl)-1-methyl-1H-1,2,3-triazol-5-yl)carbamate